9-((4-fluoropiperidin-4-yl)methyl)-2-(2-isopropylphenyl)-7,9-dihydro-8H-purin-8-one hydrochloride Cl.FC1(CCNCC1)CN1C2=NC(=NC=C2NC1=O)C1=C(C=CC=C1)C(C)C